8-chloro-4-(neopentylamino)quinoline-3-carbonitrile ClC=1C=CC=C2C(=C(C=NC12)C#N)NCC(C)(C)C